3-aminocarbonyl-pyridine bromide [Br-].NC(=O)C=1C=NC=CC1